4'-(FURAN-2,5-DIYLBIS(1H-1,2,3-TRIAZOLE-4,1-DIYL))BIS(2-(TRIFLUOROMETHYL)BENZOIC ACID) O1C(=CC=C1C=1N=NN(C1)C=1C(=C(C(=O)O)C=CC1)C(F)(F)F)C=1N=NN(C1)C=1C(=C(C(=O)O)C=CC1)C(F)(F)F